Aluminium sulphat S(=O)(=O)([O-])[O-].[Al+3].S(=O)(=O)([O-])[O-].S(=O)(=O)([O-])[O-].[Al+3]